N-(3,6-dimethyl-10,10-dioxido-9H-thioxanthen-9-yl)-5-(hydroxymethyl)-2-oxo-6-(trifluoromethyl)-1,2-dihydropyridine-3-carboxamide CC=1C=CC=2C(C3=CC=C(C=C3S(C2C1)(=O)=O)C)NC(=O)C=1C(NC(=C(C1)CO)C(F)(F)F)=O